[Mg+2].C(C=1C(C(=O)[O-])=CC=CC1)(=O)O[O-] monoperoxyphthalic acid magnesium salt